[H-].[CH-]1C=CC=C1.[CH-]1C=CC=C1.[Zr+2] Zirconocene Hydride